S(=O)(OS(=O)OC)OC methoxysulfinyl methyl sulfite